C1(=CC=CC=C1)N1N=CC(=C1)C1=CC=C(N1)C(=O)N([C@@H]1CNCC1)C(C)C 5-(1-phenyl-1H-pyrazol-4-yl)-N-(propan-2-yl)-N-[(3S)-pyrrolidin-3-yl]-1H-pyrrole-2-carboxamide